O[C@H](COC1=C(C=CC=C1)C(\C=C\C1=CC=CC=C1)=O)CNCCC (E)-1-[2-[(2S)-2-hydroxy-3-(propylamino)propoxy]phenyl]-3-phenylprop-2-en-1-one